1-{[1-(4-chloro-3-fluorophenyl)-3-methyl-1H-1,2,4-triazol-5-yl]methyl}-3-{[1-(3-fluoroquinolin-6-yl)-1H-1,2,4-triazol-5-yl]methyl}urea ClC1=C(C=C(C=C1)N1N=C(N=C1CNC(=O)NCC1=NC=NN1C=1C=C2C=C(C=NC2=CC1)F)C)F